NC(C(=O)O)CC(=O)O monoaminosuccinic acid